C(#N)C=1C(=CC2=C(N(C(=N2)NC(C[C@](C)(O)C2=C(C=CC=C2)F)=O)C2CCC2)C1)C (S)-N-(6-cyano-1-cyclobutyl-5-methyl-1H-benzo[d]imidazol-2-yl)-3-(2-fluorophenyl)-3-hydroxybutanamide